tert-butyl (1R,5S)-3-(7-bromo-6,8-difluoro-2-(((2R)-2-fluoro tetrahydro-1H-pyrrolizin-7a(5H)-yl) methoxy) quinazolin-4-yl)-3,8-diazabicyclo[3.2.1]octane-8-carboxylate BrC1=C(C=C2C(=NC(=NC2=C1F)OCC12CCCN2C[C@@H](C1)F)N1C[C@H]2CC[C@@H](C1)N2C(=O)OC(C)(C)C)F